3-(5-(1-(6-chloro-3-(hydroxymethyl)-1H-indole-2-carbonyl)piperidin-4-yl)-1-oxoisoindolin-2-yl)piperidine-2,6-dione ClC1=CC=C2C(=C(NC2=C1)C(=O)N1CCC(CC1)C=1C=C2CN(C(C2=CC1)=O)C1C(NC(CC1)=O)=O)CO